FC1=CC(=C(C=C1C=1N=C(SC1)C(=O)N1CCOCC1)NC(=O)C1=CNC(C=C1C(F)(F)F)=O)N1C[C@H](N([C@H](C1)C)C)C |r| N-[4-fluoro-5-[2-(morpholine-4-carbonyl)-1,3-thiazol-4-yl]-2-[rac-(3R,5S)-3,4,5-trimethylpiperazin-1-yl]phenyl]-6-oxo-4-(trifluoromethyl)-1H-pyridine-3-carboxamide